1,2-diisopropyl-3-phenylguanidine C(C)(C)NC(=NC(C)C)NC1=CC=CC=C1